8-(2-chloro-5-iodopyridin-4-yl)-2-methyl-2,8-diazaspiro[4.5]decane ClC1=NC=C(C(=C1)N1CCC2(CCN(C2)C)CC1)I